methyl 2-(2-bromophenyl)-5-hydroxy-1-methyl-6-oxo-1,6-dihydropyrimidine-4-carboxylate BrC1=C(C=CC=C1)C=1N(C(C(=C(N1)C(=O)OC)O)=O)C